(4-(cyclopropylsulfonyl)piperazine-1-Yl)propionic acid methyl ester COC(C(C)N1CCN(CC1)S(=O)(=O)C1CC1)=O